OCCS(=O)(=O)NC1=CC(=C(C(=O)NC2=CC=CC3=C2N=C2N3CCCC2C)C=C1)N1CCC2(CC2)CC1 4-(2-Hydroxyethanesulfonylamino)-N-(4-methyl-1,2,3,4-tetrahydrobenzo[4,5]imidazo[1,2-a]pyridin-6-yl)-2-(6-azaspiro[2.5]oct-6-yl)benzamide